ClC/C=C/C(=O)NC1=C(C=C(C=C1C)C(=O)C1=CC=C2C(=CC=CN12)C1=CC2=C(N(C=N2)C)C=C1C(F)(F)F)C#N (2E)-4-Chloro-N-(2-cyano-6-methyl-4-{8-[1-methyl-6-(trifluoromethyl)-1H-1,3-benzodiazol-5-yl]indolizine-3-carbonyl}phenyl)but-2-enamide